propanoic acid cyclopentyl ester trihydrochloride Cl.Cl.Cl.C1(CCCC1)OC(CC)=O